C(C)(C)(C)OC(=O)N1C/C(/CC1)=C/F (E)-3-(fluoromethylene)pyrrolidine-1-carboxylic acid tert-butyl ester